Ethyl 3-((2-((2-(4-(trifluoromethoxy)phenyl)-1H-benzo[d]imidazol-1-yl)methyl)benzyl)oxy)benzoate FC(OC1=CC=C(C=C1)C1=NC2=C(N1CC1=C(COC=3C=C(C(=O)OCC)C=CC3)C=CC=C1)C=CC=C2)(F)F